3,5-difluoro-N-(imino(pyridin-4-yl)methyl)isonicotinamide FC1=C(C(=O)NC(C2=CC=NC=C2)=N)C(=CN=C1)F